2-((4-chloro-2-fluorobenzyl)oxy)-3,5-difluoro-6-(piperidin-4-yl)pyridine TFA Salt OC(=O)C(F)(F)F.ClC1=CC(=C(COC2=NC(=C(C=C2F)F)C2CCNCC2)C=C1)F